FC=1C=C2C(=NC1)NN=C2C2=NN1C(C(=N2)N[C@@H]2[C@H](C3CCC2CC3)C(=O)O)=CC=C1COC (1R,2S,3S,4R)-3-((2-(5-fluoro-1H-pyrazolo[3,4-b]pyridin-3-yl)-7-(methoxymethyl)pyrrolo[2,1-f][1,2,4]triazin-4-yl)amino)bicyclo[2.2.2]octane-2-carboxylic acid